8-Chloro-1-cyclopropyl-7-(3-(4-((4-(ethoxycarbonyl)-3-hydroxyphenyl)amino)-4-oxobutanamido)pyrrolidin-1-yl)-6-fluoro-4-oxo-1,4-dihydroquinoline-3-carboxylic acid ClC=1C(=C(C=C2C(C(=CN(C12)C1CC1)C(=O)O)=O)F)N1CC(CC1)NC(CCC(=O)NC1=CC(=C(C=C1)C(=O)OCC)O)=O